C(C)NC(OC1CC(C1)N)=O (1s,3s)-3-aminocyclobutyl ethylcarbamate